4-(7-bromo-5-{[(3S)-2-oxoazepan-3-yl]amino}[1,2,4]triazolo[1,5-c]quinazolin-2-yl)benzonitrile BrC1=CC=CC=2C=3N(C(=NC12)N[C@@H]1C(NCCCC1)=O)N=C(N3)C3=CC=C(C#N)C=C3